2,4-dimethyl-cinnamic acid CC1=C(C=CC(=O)O)C=CC(=C1)C